2-amino-N-(6-methoxypyridazin-3-yl)benzamide NC1=C(C(=O)NC=2N=NC(=CC2)OC)C=CC=C1